phenylpropenyl-ketene C1(=CC=CC=C1)CC=CC=C=O